(S)-N-(7-cyano-7-azabicyclo[2.2.1]heptan-2-yl)-1-(6-methyl-2-pyridinyl)-4,5,6,7-tetrahydro-1H-indazole-5-carboxamide C(#N)N1C2C(CC1CC2)NC(=O)[C@@H]2CC=1C=NN(C1CC2)C2=NC(=CC=C2)C